FC(CN1N=CC(=C1)C1=CN=C(C(=N1)NC1=NNC2=CC(=CC=C12)[C@@H]1C[C@@]12C(NC1=CC=C(C=C21)OC)=O)OC)F (1R,2S)-2-(3-((6-(1-(2,2-difluoroethyl)-1H-pyrazol-4-yl)-3-methoxypyrazin-2-yl)amino)-1H-indazol-6-yl)-5'-methoxyspiro[cyclopropane-1,3'-indolin]-2'-one